C(C=C)(=O)N1CC(C1)SC1=CC=C(C=C1)C=1C=2N(C=C(C1)C=1C=NN(C1)C)N=CC2C#N 4-(4-((1-acryloylazetidin-3-yl)thio)phenyl)-6-(1-methyl-1H-pyrazol-4-yl)pyrazolo[1,5-a]pyridine-3-carbonitrile